C1(=CC=CC=C1)[Si]([Si]([Si]([O-])(C1=CC=CC=C1)C1=CC=CC=C1)(C1=CC=CC=C1)C1=CC=CC=C1)(C1=CC=CC=C1)C1=CC=CC=C1.[Na+] sodium heptaphenyl-trisilanolate